CN1N=C2C(=CC(=CC2=C1)C1=CC2=C(N=C(S2)N(C)C2CC(NC(C2)C)C)C=C1)C 6-(2,7-dimethyl-2H-indazol-5-yl)-N-(2,6-dimethylpiperidin-4-yl)-N-methyl-1,3-benzothiazol-2-amine